C(N)(=O)C1=NN2C(CN(C[C@H]2C)C(=O)OC(C)(C)C)=C1 tert-butyl (R)-2-carbamoyl-7-methyl-6,7-dihydropyrazolo[1,5-a]pyrazine-5(4H)-carboxylate